NC=1N=C2N(C=C(C(=C2F)C2=C(C(=CC3=C2C[C@@](O3)([C@H]3NCCC3)C3=CC=CC=C3)F)Cl)C(=O)N)C1 2-Amino-(S)-7-((S)-5-chloro-6-fluoro-2-phenyl-2-((S)-pyrrolidin-2-yl)-2,3-dihydrobenzofuran-4-yl)-8-fluoroimidazo[1,2-a]pyridine-6-carboxamide